FC1=C(CN2C(=NC(=C2)NC([C@@H](C)N2C[C@@H](C(CC2)(F)F)C2=CC=[N+](C=C2)[O-])=O)C(F)(F)F)C=CC(=C1)F 4-((S)-1-((R)-1-((1-(2,4-difluorobenzyl)-2-(trifluoromethyl)-1H-imidazol-4-yl)amino)-1-oxopropan-2-yl)-4,4-difluoropiperidin-3-yl)pyridine 1-oxide